(norbornadiene) dichloride [Cl-].[Cl-].C12=CC=C(CC1)C2